FC1=C(C(=CC=C1C1=C(C2=C(C=3C=CNC3C=C2)CCC1)C1=CC=C(C=C1)CC1CN(C1)CCCF)F)O 2,6-difluoro-3-(6-(4-((1-(3-fluoropropyl)azetidin-3-yl)methyl)phenyl)-3,8,9,10-tetrahydrocyclohepta[e]indol-7-yl)phenol